((2R,3R,4S,5S)-4-(1-isopropyl-4-(trifluoromethyl)-1H-imidazol-2-yl)cuban-1-yl)methanol C(C)(C)N1C(=NC(=C1)C(F)(F)F)C12C3C4C5(C(C14)C2C53)CO